N-(2-(5-chloro-2-(cyclopropane-sulfonamido)thiazol-4-yl)propan-2-yl)-4-(6-(trifluoromethyl)pyrazin-2-yl)benzamide ClC1=C(N=C(S1)NS(=O)(=O)C1CC1)C(C)(C)NC(C1=CC=C(C=C1)C1=NC(=CN=C1)C(F)(F)F)=O